5-methoxy-N-(5-((5-(2-methoxypropan-2-yl)pyridin-2-yl)methoxy)-1,3,4-thiadiazol-2-yl)-2,6-dimethyl-(4,4-bipyridine)-3-carboxamide COC=1C(=C(C(=NC1C)C)C(=O)NC=1SC(=NN1)OCC1=NC=C(C=C1)C(C)(C)OC)C1=CC=NC=C1